C1(CCCC1)SC1=NC=CC=C1C1=CC=C(C=C1)N 4-(2-Cyclopentylthio-pyridin-3-yl)-phenylamine